3-((S)-2-((tert-butoxycarbonyl)(methyl)amino)-N,4-dimethylvaleramido)-4-methoxy-4-oxobutanoic acid C(C)(C)(C)OC(=O)N([C@H](C(=O)N(C)C(CC(=O)O)C(=O)OC)CC(C)C)C